C(C)(C)OC1=C(C=C(C=C1)SC)[N+](=O)[O-] 1-isopropoxy-4-(methylthio)-2-nitrobenzene